C1(CCC(CC1)CC=C(C(=O)O)C)CC=C(C(=O)O)C.ClC1=C(C=CC(=C1NC=1C(=C2C(N(C=NC2=CC1)C)=O)C)F)NS(=O)(=O)C1=NC=CC=C1 N-(2-chloro-3-((3,5-dimethyl-4-oxo-3,4-dihydro-quinazolin-6-yl)amino)-4-fluorophenyl)pyridine-2-sulfonamide cyclohexane-1,4-diylbis(methylene)bis(2-methylacrylate)